1-[5-tert-butyl-2-(5-fluoro-3-pyridyl)pyrazol-3-yl]-3-[2-methylsulfanyl-4-[(3-oxo-4H-pyrido[3,2-b][1,4]oxazin-8-yl)oxy]phenyl]urea C(C)(C)(C)C=1C=C(N(N1)C=1C=NC=C(C1)F)NC(=O)NC1=C(C=C(C=C1)OC1=CC=NC2=C1OCC(N2)=O)SC